FC(S(=O)(=O)[O-])(F)F.C(CCC)[N+](CCCC)(CCCC)CCCC tetra-n-butyl-ammonium trifluoromethanesulfonate